NC1=NC=CC=C1C1=NC=2C(=NC(=CC2)C2=CC=CC=C2)N1C1=CC=C(C(=O)NCC#CC2=CC(=C(C=C2)C=O)O)C=C1 4-(2-(2-aminopyridin-3-yl)-5-phenyl-3H-imidazo[4,5-b]pyridin-3-yl)-N-(3-(4-formyl-3-hydroxyphenyl)prop-2-yn-1-yl)benzamide